CC1CCOCC1 4-methyltetrahydro-2H-pyran